2-amino-7-fluoro-5-((3-fluoropyridin-2-yl)(morpholino)methyl)benzo[d]thiazol-4-ol NC=1SC=2C(N1)=C(C(=CC2F)C(N2CCOCC2)C2=NC=CC=C2F)O